FC=1C(=NC(=NC1)NC1=CC(=C(C=C1)F)[N+](=O)[O-])N 5-fluoro-N2-(4-fluoro-3-nitrophenyl)pyrimidine-2,4-diamine